CN1N=C(C=C1OC=1C=C(C#N)C=CC1C1=NC=C(C=N1)CNC(C)C)C1=NC=CC=C1 3-(2-methyl-5-pyridin-2-ylpyrazol-3-yl)oxy-4-[5-[(propan-2-ylamino)methyl]pyrimidin-2-yl]benzonitrile